5-amino-1,3-dimethyl-1H-benzo[d]imidazol NC1=CC2=C(N(CN2C)C)C=C1